(R)-3-((R)-2-(6-aminopicolinamido)-2-(4-phosphonophenyl)acetamido)-2-hydroxy-3,4-dihydro-2H-benzo[e][1,2]oxaborinine-8-carboxylic acid NC1=CC=CC(=N1)C(=O)N[C@@H](C(=O)N[C@@H]1B(OC2=C(C1)C=CC=C2C(=O)O)O)C2=CC=C(C=C2)P(=O)(O)O